Ethyl (S)-3-(3-(4-Hydroxy-1-methyl-2-oxo-1,2-dihydropyridin-3-yl)ureido)-3-(5-phenylthiophen-2-yl)propanoat OC1=C(C(N(C=C1)C)=O)NC(N[C@@H](CC(=O)OCC)C=1SC(=CC1)C1=CC=CC=C1)=O